3-(((6-bromopyridin-2-yl)oxy)methyl)-2-chloro-6-methoxypyridine BrC1=CC=CC(=N1)OCC=1C(=NC(=CC1)OC)Cl